N1=CC=C(C=C1)N1CC(C1)CC(=O)O [1-(pyridine-4-yl)azetidin-3-yl]acetic acid